acetonitrile (acetate) C(C)(=O)O.C(C)#N